ethyl 2-bromo-1,3-oxazole-5-carboxylate BrC=1OC(=CN1)C(=O)OCC